2-chloro-N-[1-(2-chlorophenyl)-4-fluoro-1H-pyrazol-3-yl]benzamide ClC1=C(C(=O)NC2=NN(C=C2F)C2=C(C=CC=C2)Cl)C=CC=C1